C(C)(C)(C)N1N=C(C=C1N)[C@H]1OC[C@H](C1)O[Si](C)(C)C(C)(C)C 1-(tert-butyl)-3-((2S,4S)-4-((tertbutyldimethylsilyl)oxy)tetrahydrofuran-2-yl)-1H-pyrazol-5-amine